C(C1=CC=CC=C1)N(C(O)=O)[C@@H]1[C@@H]([C@@H](N(C2=CC=CC=C12)C(C)=O)C1CCC1)C.C(#N)C1=CC(=NC=N1)NS(=O)(=O)C1CC1 |r| N-(6-cyanopyrimidin-4-yl)cyclopropanesulfonamide rac-benzyl-((2S,3R,4R)-1-acetyl-2-cyclobutyl-3-methyl-1,2,3,4-tetrahydroquinolin-4-yl)carbamate